O1C=CC2=C1C=C(C=C2)CC(C)N 1-(1-benzofuran-6-yl)propan-2-amine